3-((1S,3s)-3-methyl-1-(5-methyl-1-trityl-1H-imidazol-4-yl)cyclobutyl)aniline CC1CC(C1)(C=1N=CN(C1C)C(C1=CC=CC=C1)(C1=CC=CC=C1)C1=CC=CC=C1)C=1C=C(N)C=CC1